C(C)C(COCCC(CN)O)CCCC 4-(2-ethylhexyloxy)-2-hydroxybutanamine